FC1=CC=C(C=C1)C1=NSC(=C1)C(C)(C)N 2-(3-(4-fluorophenyl)isothiazol-5-yl)propan-2-amine